FC=1C=C(C=C(C1F)OC)N1CC2(CN(C2)C(C(C(F)(F)F)(C)C)=O)[C@@H](C1)COCC1=C(C(=O)OC(C)(C)C)C(=CC=C1)C1CCC(CC1)(F)F tert-butyl (S)-2-(((6-(3,4-difluoro-5-methoxyphenyl)-2-(3,3,3-trifluoro-2,2-dimethylpropanoyl)-2,6-diazaspiro[3.4]octan-8-yl)methoxy)methyl)-6-(4,4-difluorocyclohexyl)benzoate